(R)-4-amino-7-fluoro-1-methyl-N-(1-methyl-1H-pyrazol-4-yl)-N-(6-(trifluoromethyl)-2,3-dihydrobenzofuran-3-yl)-1H-pyrazolo[4,3-c]quinolin-8-carboxamide NC1=NC=2C=C(C(=CC2C2=C1C=NN2C)C(=O)N([C@H]2COC1=C2C=CC(=C1)C(F)(F)F)C=1C=NN(C1)C)F